COC=1CC[C@@H](N1)C(=O)OC methyl (2R)-5-methoxy-3,4-dihydro-2H-pyrrole-2-carboxylate